O1C(=CCC1)C=1C=CC2=C(N=C(O2)C2=C3C=C(N=CC3=C(N=C2)NC)NC(=O)C2CC2)C1 N-(5-(5-(4,5-dihydrofuran-2-yl)benzo[d]oxazol-2-yl)-8-(methylamino)-2,7-naphthyridin-3-yl)cyclopropanecarboxamide